(3S,8R)-2-Methyl-5-(1-formylethyl)-1-cyclopentene-1-carbaldehyde CC1=C(C(CC1)C(C)C=O)C=O